9-(sec-butyl)-2,6-dichloro-9H-purine C(C)(CC)N1C2=NC(=NC(=C2N=C1)Cl)Cl